N,N-bis(2-ethylhexyl)-4-methyl-2H-Benzotriazol-2-methanamin C(C)C(CN(CN1N=C2C(=N1)C=CC=C2C)CC(CCCC)CC)CCCC